5-(hydroxymethyl)-1-methyl-1H-imidazol OCC1=CN=CN1C